gadolinium oxide [O-2].[Gd+3].[O-2].[O-2].[Gd+3]